methylenebis(2-trifluoromethylbenzenesulfonate) C(C=1C(=C(C=CC1)S(=O)(=O)[O-])C(F)(F)F)C=1C(=C(C=CC1)S(=O)(=O)[O-])C(F)(F)F